C1C(NC(CC2=C1C=CC=C2)=O)=O 1H-benzo[d]azepine-2,4(3H,5H)-dione